ClC=1C=C(C=CC1Cl)NC(=O)N1[C@@H]2CC[C@H]1CC=1N=C(N=CC12)C (5R,8S)-N-(3,4-dichlorophenyl)-2-methyl-6,7,8,9-tetrahydro-5H-5,8-epiminocyclohepta-[d]pyrimidine-10-carboxamide